tert-butyl (2-(2-(3-methoxyazetidin-1-yl)ethyl)-4-methyl-5-oxo-5,6,7,8-tetrahydro-4H-pyrazolo[1,5-a][1,3]diazepin-6-yl)carbamate COC1CN(C1)CCC1=NN2C(N(C(C(CC2)NC(OC(C)(C)C)=O)=O)C)=C1